6-(2,3-bis(5-norbornene-2-ylcarbonyloxy)propylthio)hexane-1,1-diylbis(phosphonic acid) C12C(CC(C=C1)C2)C(=O)OC(CSCCCCCC(P(O)(O)=O)P(O)(O)=O)COC(=O)C2C1C=CC(C2)C1